tert-butyl (2R)-2-[[(3-chloro-6-methoxypyridin-2-yl)oxy]methyl]-4-[1-(oxan-2-yl)pyrazol-4-yl]pyrrolidine-1-carboxylate ClC=1C(=NC(=CC1)OC)OC[C@@H]1N(CC(C1)C=1C=NN(C1)C1OCCCC1)C(=O)OC(C)(C)C